BrC=1C=C(N2N=CN=C(C21)N)C2CCC1(OCCO1)CC2 5-Bromo-7-(1,4-dioxaspiro[4.5]decan-8-yl)pyrrolo[2,1-f][1,2,4]triazin-4-amine